7-((3aS,4R,6R,6aR)-6-(3-chlorophenyl)-2,2-dimethyltetrahydro-4H-cyclopenta[d][1,3]dioxol-4-yl)-7H-pyrrolo[2,3-d]pyrimidin-4-amine ClC=1C=C(C=CC1)[C@H]1C[C@H]([C@H]2[C@@H]1OC(O2)(C)C)N2C=CC1=C2N=CN=C1N